1-(4-isopropyl-phenyl)-3-(4-tert-butylstyryl)-5-(4-tert-butylphenyl)-pyrazoline C(C)(C)C1=CC=C(C=C1)N1NC(=CC1C1=CC=C(C=C1)C(C)(C)C)C=CC1=CC=C(C=C1)C(C)(C)C